COC([C@@H](N)CCCC(N)C(=O)N1C=CC2=C1N=CN=C2N(C)[C@H]2CN(CC[C@H]2C)C(CC#N)=O)=O 6-(4-(((3R,4R)-1-(2-cyanoacetyl)-4-methylpiperidin-3-yl)(methyl)amino)-7H-pyrrolo[2,3-d]pyrimidine-7-carbonyl)lysine methyl ester